N-(5-Fluoro-2-methyl-1,3-benzoxazol-6-yl)-N-methyl-3-[3-(trifluoromethyl)-4,5,6,7-tetrahydropyrazolo[4,3-c]pyridin-1-yl]benzamide hydrochloride Cl.FC=1C(=CC2=C(N=C(O2)C)C1)N(C(C1=CC(=CC=C1)N1N=C(C=2CNCCC21)C(F)(F)F)=O)C